(4-Bromo-6-chloro-1-(tetrahydro-2H-pyran-2-yl)-1H-indazol-5-yl)methanol BrC1=C2C=NN(C2=CC(=C1CO)Cl)C1OCCCC1